1-(5-tert-butylisoxazol-3-yl)-3-(4-(1-(2-chloro-4-(3-morpholinopropoxy)-phenyl)-1H-1,2,3-triazol-4-yl)phenyl)-urea C(C)(C)(C)C1=CC(=NO1)NC(=O)NC1=CC=C(C=C1)C=1N=NN(C1)C1=C(C=C(C=C1)OCCCN1CCOCC1)Cl